CN(CCN1C=C(C2=CC=C(C=C12)C=1C=NNC1OC)C(=O)C1COC2=CC=C(C=C2C1)OC)C [1-[2-(Dimethylamino)ethyl]-6-(5-methoxy-1H-pyrazol-4-yl)indol-3-yl]-(6-methoxychroman-3-yl)methanone